epsilon-hydroxycaproic acid OCCCCCC(=O)O